4,4'-bis-(2-morpholino-4-phenylamino-s-triazin-6-ylamino)stilbene-2,2'-disulfonic acid O1CCN(CC1)C1=NC(=NC(=N1)NC1=CC=CC=C1)NC=1C=C(C(=CC1)C=CC=1C(=CC(=CC1)NC1=NC(=NC(=N1)N1CCOCC1)NC1=CC=CC=C1)S(=O)(=O)O)S(=O)(=O)O